4-vinylbenzylnonylphenol C(=C)C1=CC=C(CC=2C(=C(C=CC2)O)CCCCCCCCC)C=C1